4-bromo-5-((4,4-diethoxybutyl)amino)furo[2,3-c]pyridine-2-carbonitrile BrC1=C2C(=CN=C1NCCCC(OCC)OCC)OC(=C2)C#N